N-(2-hydroxy-3-sulfopropyl)vinyl-pyridinium OC(CC=C[N+]1=CC=CC=C1)CS(=O)(=O)O